tert-butyl (1R,2R,5S)-3-benzyl-2-(2-hydroxyethyl)-3,8-diazabicyclo[3.2.1]octane-8-carboxylate C(C1=CC=CC=C1)N1[C@@H]([C@H]2CC[C@@H](C1)N2C(=O)OC(C)(C)C)CCO